(1'R,2'R,4'S)-4-(3,6-dihydro-2H-pyran-4-yl)-5'-methyl-2'-(prop-1-en-2-yl)-1',2',3',4'-tetrahydro-[1,1'-biphenyl]-2,4',6-triol O1CCC(=CC1)C=1C=C(C(=C(C1)O)[C@H]1[C@@H](C[C@@H](C(=C1)C)O)C(=C)C)O